((3-cyano-4-methoxypyrazolo[1,5-a]pyridin-5-yl)amino)-6-((5-fluoropyridin-2-yl)amino)-N-(methyl-d3)nicotinamide C(#N)C=1C=NN2C1C(=C(C=C2)NC2=C(C(=O)NC([2H])([2H])[2H])C=CC(=N2)NC2=NC=C(C=C2)F)OC